(S)-N-(2-(1-ethylazepan-4-yl)thieno[2,3-b]pyridin-4-yl)benzo[d]thiazol-5-amine C(C)N1CC[C@H](CCC1)C1=CC=2C(=NC=CC2NC=2C=CC3=C(N=CS3)C2)S1